4-((4-Methylpiperazin-1-yl)methyl)-N-((3-phenyl-1H-pyrazol-4-yl)methyl)benzamide CN1CCN(CC1)CC1=CC=C(C(=O)NCC=2C(=NNC2)C2=CC=CC=C2)C=C1